1-Isopropyl-3,5-bis(3-bromobenzylidene)piperidin-4-one C(C)(C)N1CC(C(C(C1)=CC1=CC(=CC=C1)Br)=O)=CC1=CC(=CC=C1)Br